[N+](=O)([O-])C1=CC=C(C=C1)N1C(=NC=C1C1=CC=CC=C1)C(=O)C1=CC=CC=C1 [1-(4-Nitrophenyl)-5-phenylimidazol-2-yl]phenyl-methanone